C(C)OC(=O)C=1OC2=C(C1C)C=C(C=C2)S(NCCC2=CC(=CC=C2)OC(F)(F)F)(=O)=O 3-methyl-5-(N-(3-(trifluoromethoxy)phenethyl)sulfamoyl)benzofuran-2-carboxylic acid ethyl ester